FCS(=O)(=O)N[C@@H]1CN(CC1)C1=NOC(C1)C1=NC=C(C=C1C1=C(C=C(C=C1F)F)F)F 1-fluoro-N-[(3S)-1-{5-[5-fluoro-3-(2,4,6-trifluorophenyl)pyridin-2-yl]-4,5-dihydro-1,2-oxazol-3-yl}pyrrolidin-3-yl]methanesulfonamide